BrC=1C=C(C=CC1Cl)[C@H]1O[C@@H]([C@@H]([C@@H]([C@@H]1CC(=O)[O-])CC(=O)[O-])CC(=O)[O-])C (2S,3S,4S,5R,6R)-2-(3-bromo-4-chlorophenyl)-6-methyltetrahydro-2H-pyran-3,4,5-triacetate